ClC=1C(=NC=CC1)N1N=C(C=C1C(=O)Cl)CN1N=C(N=N1)C(F)(F)F 1-(3-chloropyridin-2-yl)-3-[(5-(trifluoromethyl)-2H-tetrazol-2-yl)methyl]-1H-pyrazol-5-carbonylchlorid